2-(2-Methyl-6-((E)-(4-((E)-phenyldiazenyl)naphthalen-1-yl)diazenyl)-2,3-dihydro-1H-perimidin-2-yl)ethyl 5-((3aR,4R,6aS)-2-oxohexahydro-1H-thieno[3,4-d]imidazol-4-yl)pentanoate O=C1N[C@@H]2[C@H](N1)CS[C@@H]2CCCCC(=O)OCCC2(NC=1C=CC=C3C(=CC=C(N2)C13)\N=N\C1=CC=C(C3=CC=CC=C13)\N=N\C1=CC=CC=C1)C